IC1=CC=C(C=C1)[N-]C(C(C)(C)C)=O N-(4-iodophenyl)pivaloyl-amide